C(C=CC)(O)(O)O butenetriol